NC1=NC=CC=C1C1=NC=2C(=NC(=CC2)C2=CC=CC=C2)N1C1=CC=C(CN2CCC(CC2)N(C2=NC(=NC=C2)C#N)C([2H])([2H])[2H])C=C1 4-((1-(4-(2-(2-aminopyridin-3-yl)-5-phenyl-3H-imidazo[4,5-b]pyridin-3-yl)benzyl)piperidin-4-yl)(methyl-d3)amino)pyrimidine-2-carbonitrile